FC=1C=C(OC2=NC(=NC(=C2C(C(F)(F)F)(F)F)C2=C(C=CC=C2)C)NS(=O)(=O)C=2C=NN(C2)C)C=C(C1)N1CCN(CC1)C N-[4-[3-fluoro-5-(4-methylpiperazin-1-yl)phenoxy]-6-(o-tolyl)-5-(1,1,2,2,2-pentafluoroethyl)pyrimidin-2-yl]-1-methyl-pyrazole-4-sulfonamide